ClC1=CC=C(C=C1)S(=O)(=O)NC=1C(=NOC1C1CCOCC1)C(=O)N[C@@H](C)C(C)(C)C (S)-4-((4-chlorophenyl)sulfonamido)-N-(3,3-dimethylbutan-2-yl)-5-(tetrahydro-2H-pyran-4-yl)isoxazole-3-carboxamide